(3-(6-amino-5-methoxypyrimidin-4-yl)-1-methyl-1H-pyrazol-5-yl)dicyclopropylphosphine oxide NC1=C(C(=NC=N1)C1=NN(C(=C1)P(C1CC1)(C1CC1)=O)C)OC